2-[(4R)-4-amino-4-cyclopropyl-butyl]-7-fluoro-6-[5-(trifluoromethyl)pyrimidin-2-yl]isoquinolin-1-one N[C@H](CCCN1C(C2=CC(=C(C=C2C=C1)C1=NC=C(C=N1)C(F)(F)F)F)=O)C1CC1